3-(4-((10-((4-(((R)-1-(3-Bromophenyl)ethyl)amino)-6-methoxy-2-methyl-quinazolin-7-yl)oxy)decyl)amino)-1-oxoisoindolin-2-yl)piperidine-2,6-dione BrC=1C=C(C=CC1)[C@@H](C)NC1=NC(=NC2=CC(=C(C=C12)OC)OCCCCCCCCCCNC1=C2CN(C(C2=CC=C1)=O)C1C(NC(CC1)=O)=O)C